dodecyl 2-pivalamidoacetate C(C(C)(C)C)(=O)NCC(=O)OCCCCCCCCCCCC